FC(C(=O)[O-])(F)F.C(CCCCCCC\C=C/CCCCCCCC)NC(CCC(C(NCCCCCCCC\C=C/CCCCCCCC)=O)NC(CCC(=O)NCCSSCC[NH3+])=O)=O 2-[2-[[4-[[4-[[(Z)-octadec-9-enyl]amino]-1-[[(Z)-octadec-9-enyl]carbamoyl]-4-oxobutyl]amino]-4-oxo-butanoyl]amino]ethyldisulfanyl]ethylammonium trifluoroacetate